N-(quinolin-5-yl)-3-(thiophene-2-sulfonamido)benzamide N1=CC=CC2=C(C=CC=C12)NC(C1=CC(=CC=C1)NS(=O)(=O)C=1SC=CC1)=O